N-tert-butoxycarbonyl-N-(6-((1',8-dimethyl-1,5-dioxo-1,5-dihydro-2H-spiro[imidazo[1,5-a]pyridin-3,4'-piperidin]-6-yl)amino)pyrimidin-4-yl)carbamic acid tert-butyl ester C(C)(C)(C)OC(N(C1=NC=NC(=C1)NC1=CC(=C2N(C1=O)C1(CCN(CC1)C)NC2=O)C)C(=O)OC(C)(C)C)=O